C[C@H](CCCC(C)(C)O)[C@H]1CC[C@@H]2[C@@]1(CC[C@H]3[C@H]2CCC4=CC(=O)CC[C@]34C)C The molecule is a cholestanoid that is cholest-4-en-3-one which carries a hydroxy group at position 25. It has a role as a bacterial metabolite. It is a 3-oxo-Delta(4) steroid, a cholestanoid and a 25-hydroxy steroid. It derives from a cholest-4-en-3-one.